tri-hydrogen phosphate P(=O)(O)(O)O